C(C)OC(=O)C1=CC2=C(CCC=3C=NC(=NC23)NC)S1.FC(OC=1C=C(C=C(C1)F)C1=CC(=C(C=C1)C=1N=CSC1)NS(=O)(=O)C1=CC(=CC=C1)C(F)(F)F)F N-(3'-(difluoromethoxy)-5'-fluoro-4-(thiazol-4-yl)biphenyl-3-yl)-3-(trifluoromethyl)benzenesulfonamide Ethyl-2-(methylamino)-5,6-dihydrothieno[2,3-h]quinazoline-8-carboxylate